Cl[C@H]1C[C@H](C1)C(=O)O CIS-3-CHLOROCYCLOBUTANECARBOXYLIC ACID